N-(4-(tert-butyl)phenyl)-6-isobutyl-2-oxo-1,2-dihydropyrimidine-4-carboxamide C(C)(C)(C)C1=CC=C(C=C1)NC(=O)C1=NC(NC(=C1)CC(C)C)=O